1-(4-((4-((4-((2-((3,3-difluorocyclopentyl)amino)pyridin-4-yl)oxy)-2-fluorophenyl)amino)-7-methoxyquinazolin-6-yl)amino)piperidin-1-yl)prop-2-en-1-one FC1(CC(CC1)NC1=NC=CC(=C1)OC1=CC(=C(C=C1)NC1=NC=NC2=CC(=C(C=C12)NC1CCN(CC1)C(C=C)=O)OC)F)F